O1C[C@H](CC1)CN1C=NC2=C1C=CC(=C2)C2=NN=C(N2)C(F)(F)F 1-{[(3R)-oxolan-3-yl]methyl}-5-[5-(trifluoromethyl)-4H-1,2,4-triazol-3-yl]-1H-1,3-benzodiazole